C=CC(=O)NC(C(NC(=O)C=C)O)O N,N'-(1,2-Dihydroxyethylene)bisacrylamide